(S)-2-((2S,3R)-3-((tert-butoxycarbonyl)amino)-4-(4-fluorophenyl)-2-hydroxybutanamido)-2-(3-(trifluoromethoxy)phenyl)acetic acid C(C)(C)(C)OC(=O)N[C@@H]([C@@H](C(=O)N[C@H](C(=O)O)C1=CC(=CC=C1)OC(F)(F)F)O)CC1=CC=C(C=C1)F